2,2',2'',2'''-(((((2-oxoimidazolidine-1,3-diyl)bis(ethane-2,1-diyl))bis((cyanomethyl)azanediyl))bis(ethane-2,1-diyl))bis(azanetriyl))tetraacetonitrile O=C1N(CCN1CCN(CC#N)CCN(CC#N)CC#N)CCN(CC#N)CCN(CC#N)CC#N